COC=1C=C(CCN2C(C3=CC=CC=C3C(C2C2=C(C=CC=C2)O)C(=O)[O-])=O)C=CC1OC 2-(3,4-dimethoxyphenethyl)-3-(2-hydroxyphenyl)-1-oxo-1,2,3,4-tetrahydroisoquinoline-4-carboxylate